2-(5-chlorobenzofuran-2-yl)-N-((1r,2r)-1-(6-cyclopropoxypyridin-3-yl)-1-hydroxy-3-(pyrrolidin-1-yl)propan-2-yl)-2,2-difluoroacetamide ClC=1C=CC2=C(C=C(O2)C(C(=O)N[C@@H]([C@H](O)C=2C=NC(=CC2)OC2CC2)CN2CCCC2)(F)F)C1